ClC=1C=C(C(=NC1)OC)S(=O)(=O)NC1=C(C(=C(C=C1)F)C=1C=CC=2N(C1)C=NC2C=2N(C(=C(N2)C)C)COCC[Si](C)(C)C)F 5-chloro-N-[3-[1-(4,5-dimethyl-1-[[2-(trimethylsilyl)ethoxy]methyl]imidazol-2-yl)imidazo[1,5-a]pyridin-6-yl]-2,4-difluorophenyl]-2-methoxypyridine-3-sulfonamide